ClC1=C(C=CC=C1C1=CC=2N(C(C(=CN2)CN2CCC2)=O)C=C1)C1=C(C(=CC=C1)C1=NC(=C(C=C1)CNC[C@@H]1NC(CC1)=O)OC)Cl 1-((8-(2,2'-dichloro-3'-(6-methoxy-5-(((((R)-5-oxopyrrolidin-2-yl)methyl)amino)methyl)pyridin-2-yl)-[1,1'-biphenyl]-3-yl)-4-oxo-4H-pyrido[1,2-a]pyrimidin-3-yl)methyl)azetidine